OC(=CC(=O)N(C)C)C1=CC=CC=C1 (R)-3-hydroxy-N,N-dimethyl-3-phenylacrylamide